(R)-2-(4-(1-(2-(4-cyclopropyl-6-methoxypyrimidin-5-yl)-5-oxo-6,7-dihydro-[1,2,4]triazolo[1,5-a]pyrimidin-4(5H)-yl)ethyl)phenyl)-1-ethyl-1H-imidazole-4-carbonitrile C1(CC1)C1=NC=NC(=C1C1=NN2C(N(C(CC2)=O)[C@H](C)C2=CC=C(C=C2)C=2N(C=C(N2)C#N)CC)=N1)OC